(4-(7-fluoroquinolin-4-yl)piperazin-1-yl)(1-((1-methyl-1H-imidazol-5-yl)sulfonyl)pyrrolidine-3-yl)methanone FC1=CC=C2C(=CC=NC2=C1)N1CCN(CC1)C(=O)C1CN(CC1)S(=O)(=O)C1=CN=CN1C